crotyl alcohol formate ethyl-benzimidate C(C)C1=C(C(O)=N)C=CC=C1.C(=O)O.C(C=CC)O